acrylamidopropyltris(trimethoxysiloxy)silane C(C=C)(=O)NCCC[Si](O[Si](OC)(OC)OC)(O[Si](OC)(OC)OC)O[Si](OC)(OC)OC